(2R)-2-(dimethylamino)-N-[1-methyl-6-[[2-[2-oxo-3-(3-oxo-4H-pyrazino[2,3-b][1,4]oxazin-6-yl)oxazolidin-5-yl]ethylamino]methyl]-6,7-dihydro-5H-cyclopenta[c]pyridin-3-yl]propionamide CN([C@@H](C(=O)NC1=CC2=C(C(=N1)C)CC(C2)CNCCC2CN(C(O2)=O)C2=NC1=C(OCC(N1)=O)N=C2)C)C